CC1=CC=C(C=C1)CN1C(CCC1=O)CC(=O)NC1=CC=CC=C1 2-[1-[(4-methylphenyl)methyl]-5-oxopyrrolidin-2-yl]-N-phenylacetamid